2,2,2-Trifluoroethyl (S)-2-amino-3-(7-chloro-1H-indol-3-yl)propanoate hydrochloride Cl.N[C@H](C(=O)OCC(F)(F)F)CC1=CNC2=C(C=CC=C12)Cl